6-(1,3-dioxane-2-yl)-3-ethylsulfonylpyridine-2-carboxylic acid O1C(OCCC1)C1=CC=C(C(=N1)C(=O)O)S(=O)(=O)CC